diepoxyethylether C12(C(O1)O2)OC21C(O2)O1